FC(C=1C=CC(=C(C1)NC(=O)N1C[C@](CC1)(C1=NC=NS1)C1=CC(=C(C=C1)C)F)C(NC)=O)F |o1:13| (R or S)-N-(5-(difluoromethyl)-2-(methylcarbamoyl)phenyl)-3-(3-fluoro-4-methylphenyl)-3-(1,2,4-thiadiazol-5-yl)pyrrolidine-1-carboxamide